C1(=CC=CC=2OC3=C(C21)C=CC=C3)C3=C(C=CC=C3)NC3=C(C=CC=C3)C3=CC=CC2=CC=CC=C32 (dibenzofuranylphenyl)(naphthylphenyl)amine